BrC1=CC(=CC(=C1)[N+](=O)[O-])Br 1,3-dibromo-5-nitrobenzene